3-(6-(4-(((trans)-3-aminocyclobutyl)methyl)piperazin-1-yl)-1-methyl-1H-indazol-3-yl)piperidine-2,6-dione N[C@@H]1C[C@H](C1)CN1CCN(CC1)C1=CC=C2C(=NN(C2=C1)C)C1C(NC(CC1)=O)=O